2-amino-4-(benzyloxy)phenol NC1=C(C=CC(=C1)OCC1=CC=CC=C1)O